(2S,3R,4R)-1-acetyl-2-cyclopropyl-3-methyl-4-((5-methylpyrazin-2-yl)amino)-1,2,3,4-tetrahydroquinoline-6-carboxamide C(C)(=O)N1[C@H]([C@@H]([C@H](C2=CC(=CC=C12)C(=O)N)NC1=NC=C(N=C1)C)C)C1CC1